(5Z)-3-(2-hydroxyethyl)-5-[[1-(3-pyridyl)pyrazol-4-yl]methylene]-2-thioxo-thiazolidin-4-one OCCN1C(S\C(\C1=O)=C/C=1C=NN(C1)C=1C=NC=CC1)=S